The molecule is a branched amino pentasaccharide comprising a linear tetrasaccharide chain of N-acetyl-alpha-D-galactosamine, beta-D-galactose, N-acetyl-beta-D-glucosamine and N-acetyl-alpha-D-galactosamine residues linked (1->3), (1->4) and (1->3) respectively, with an alpha-L-fucose residue linked (1->2) to the galactose residue. It is an amino pentasaccharide, a galactosamine oligosaccharide and a glucosamine oligosaccharide. C[C@H]1[C@H]([C@H]([C@@H]([C@@H](O1)O[C@@H]2[C@H]([C@H]([C@H](O[C@H]2O[C@@H]3[C@H](O[C@H]([C@@H]([C@H]3O)NC(=O)C)O[C@@H]4[C@H]([C@H](O[C@@H]([C@@H]4O)CO)O)NC(=O)C)CO)CO)O)O[C@@H]5[C@@H]([C@H]([C@H]([C@H](O5)CO)O)O)NC(=O)C)O)O)O